N-[4-[[3-cyclopropyl-4-(3-methyl-4-methylsulfonyl-phenyl)-1-tetrahydropyran-2-yl-pyrazolo[4,3-c]pyridin-7-yl]amino]butyl]acetamide C1(CC1)C1=NN(C2=C1C(=NC=C2NCCCCNC(C)=O)C2=CC(=C(C=C2)S(=O)(=O)C)C)C2OCCCC2